3-((S)-3-((R)-8-(5-(4-(aminomethyl)phenyl)pyridin-3-ylsulfonyl)-1-oxa-8-azaspiro[4.5]decan-3-ylamino)-2-hydroxypropoxy)-N-methylbenzenesulfonamide NCC1=CC=C(C=C1)C=1C=C(C=NC1)S(=O)(=O)N1CCC2(C[C@H](CO2)NC[C@@H](COC=2C=C(C=CC2)S(=O)(=O)NC)O)CC1